ClC1=CC(=C(C=C1)C1=NN2C(=NC=3C=CC=CC3C2=N1)NC=1C(N=CC=CC1)=O)OC(F)F (3R)-3-({2-[4-chloro-2-(difluoromethoxy)phenyl][1,2,4]triazolo[1,5-c]quinazolin-5-yl}amino)azepin-2-one